N-(6-amino-5-methyl-3-pyridyl)-2-[(2S,5R)-5-methyl-2-[4-(1H-pyrazol-4-yl)phenyl]-1-piperidyl]-2-oxo-acetamide NC1=C(C=C(C=N1)NC(C(=O)N1[C@@H](CC[C@H](C1)C)C1=CC=C(C=C1)C=1C=NNC1)=O)C